DIETHYLVINYL-SILANE C(C)C(=C[SiH3])CC